NC=1C(=NC(=C(N1)C1=CC=C(C=C1)F)C1=CC=C(C=C1)C)C#N 3-amino-5-(4-fluorophenyl)-6-(p-tolyl)pyrazine-2-carbonitrile